C(C)(C)(C)OC(=O)N(C1CCN(CC1)C1=CC=C(C2=C1C=C(O2)C)C(=O)OC)CC methyl 4-{4-[(tert-butoxycarbonyl)(ethyl)amino]piperidin-1-yl}-2-methyl-1-benzofuran-7-carboxylate